C(C1=CC=CC=C1)S(=O)(=O)O.O1C[C@@H](CC1)N (R)-(+)-tetrahydro-3-furylamine toluenesulfonate salt